The molecule is an L-threonine derivative that is the ester obtained by formal condensation of the carboxy group of L-threonine with the 3'-hydroxy group of AMP. It has a role as a Mycoplasma genitalium metabolite. It is an adenosine 5'-phosphate, a L-threonine derivative, an alpha-amino acid ester and a purine ribonucleoside 5'-monophosphate. It derives from an adenosine 5'-monophosphate. C[C@H]([C@@H](C(=O)O[C@@H]1[C@H](O[C@H]([C@@H]1O)N2C=NC3=C(N=CN=C32)N)COP(=O)(O)O)N)O